11,11,16,16-tetramethyl-21-(pyridin-2-yl)-2λ6-thia-3,13,15,22,27-pentaazapentacyclo[21.3.1.115,18.05,14.07,12]octacosa-1(27),5(14),6,12,23,25-hexaene-2,2,4-trione CC1(CCCC2=CC=3C(NS(C=4C=CC=C(NC(CCC5CC(N(C3N=C12)C5)(C)C)C5=NC=CC=C5)N4)(=O)=O)=O)C